FC1=CC(=C(C=C1[N+](=O)[O-])NC1=NC=CC(=N1)C1=CN(C2=CC=CC=C12)C)OC N-(4-fluoro-2-methoxy-5-nitrophenyl)-4-(1-methyl-1H-indol-3-yl)-2-pyrimidinamine